methyl (S,E)-2-((tert-butoxycarbonyl) amino)-10-oxoundec-8-enoate C(C)(C)(C)OC(=O)N[C@H](C(=O)OC)CCCCC\C=C\C(C)=O